N-(2-iodoethyl)-N-methylcyanamide ICCN(C#N)C